NC=1C=2N(C3=CC(=C(C=C3N1)F)C(=O)N(CC1=C(C=C(C=C1)C(F)(F)F)F)C13COC(C1)C3)C=NC2 4-amino-N-(2-oxabicyclo[2.1.1]hexan-4-yl)-7-fluoro-N-(2-fluoro-4-(trifluoromethyl)benzyl)imidazo[1,5-a]quinoxaline-8-carboxamide